ClC1=C(C=CC(=C1)C(F)(F)F)NC(CN1C(=C(C(C=2C1=NC=C(N2)CO)=O)N2CCN(CC2)C(=O)C2=NC=NC(=C2O)C)CC)=O N-(2-chloro-4-(trifluoromethyl)phenyl)-2-(6-ethyl-7-(4-(5-hydroxy-6-methylpyrimidine-4-carbonyl)piperazin-1-yl)-2-(hydroxymethyl)-8-oxopyrido[2,3-b]pyrazin-5(8H)-yl)acetamide